tert-butyl ((4R,5S)-7-ethyl-4-(3-(methylamino)phenyl)-6-oxo-1-phenyl-4,5,6,7-tetrahydro-1H-pyrazolo[3,4-b]pyridin-5-yl)carbamate C(C)N1C2=C([C@H]([C@@H](C1=O)NC(OC(C)(C)C)=O)C1=CC(=CC=C1)NC)C=NN2C2=CC=CC=C2